4-(3-(4-((1R,4R)-4-(7-methoxy-2-methyl-4-(((R)-1-(3-nitro-5-(Trifluoromethyl)phenyl)ethyl)amino)quinazolin-6-yl)cyclohexane-1-carbonyl)piperazin-1-yl)propyl)piperidine-1-carboxylate COC1=C(C=C2C(=NC(=NC2=C1)C)N[C@H](C)C1=CC(=CC(=C1)C(F)(F)F)[N+](=O)[O-])C1CCC(CC1)C(=O)N1CCN(CC1)CCCC1CCN(CC1)C(=O)[O-]